C(C(O)C)(=O)O.C(C)N1C=NC=C1 3-ethylimidazole lactate